ethyl 1,3-dimethyl-2-oxohexahydropyrimidine-5-carboxylate CN1C(N(CC(C1)C(=O)OCC)C)=O